tert-butyl 3-(7-bromo-5-fluoro-4-oxoquinazolin-3-yl)pyrrolidine-1-carboxylate BrC1=CC(=C2C(N(C=NC2=C1)C1CN(CC1)C(=O)OC(C)(C)C)=O)F